NC1=C(C(=NN1C1C(CCC1)F)C1=CC=C(C=C1)CNC(C1=C(C=CC=C1)OC)=O)C(=O)N 5-Amino-1-(2-fluorocyclopentyl)-3-[4-[[(2-methoxybenzoyl)amino]methyl]phenyl]pyrazole-4-carboxamide